4-cyclopropyl-3-(cyclopropylmethoxy)-N-[2-(5-methyl-1,2,4-Oxadiazol-3-yl)propan-2-yl]Benzamide C1(CC1)C1=C(C=C(C(=O)NC(C)(C)C2=NOC(=N2)C)C=C1)OCC1CC1